5-(4-bromo-2-methoxy-phenyl)-3-methyl-1H-pyrazole BrC1=CC(=C(C=C1)C1=CC(=NN1)C)OC